C(C)N(CC)P(C1=CC=CC=C1)C1=CC=CC=C1 N,N-diethylaminodiphenyl-phosphine